N1C=C(C2=CC=CC=C12)CCCNS(=O)(=O)C1=CC=C(C=C1)Br N-(3-(1H-indol-3-yl)propyl)-4-bromobenzenesulfonamide